2-[2-Fluoro-4-(morpholin-4-ylmethyl)phenyl]-N-[(3S)-9-fluoro-2-oxo-5-phenyl-1,3-dihydro-1,4-benzodiazepin-3-yl]-6,7-dihydro-5H-pyrazolo[5,1-b][1,3]oxazine-3-carboxamide FC1=C(C=CC(=C1)CN1CCOCC1)C1=NN2C(OCCC2)=C1C(=O)N[C@@H]1C(NC2=C(C(=N1)C1=CC=CC=C1)C=CC=C2F)=O